1-(3-(4-((5-Ethynyl-2-Fluorophenyl)amino)pyrido[3,2-d]pyrimidin-6-yl)imidazolidin-1-yl)prop-2-en-1-one C(#C)C=1C=CC(=C(C1)NC=1C2=C(N=CN1)C=CC(=N2)N2CN(CC2)C(C=C)=O)F